N1N=NN=C1C=1C=C(C=CC1)C1=CC(=CC=C1)CCCC1=NN(C(N1CC)=O)CC1=CC=C(C=C1)C(C)(C)C 3-(3-(3'-(1H-tetrazol-5-yl)-[1,1'-biphenyl]-3-yl)propyl)-1-(4-(tert-butyl)benzyl)-4-ethyl-1H-1,2,4-triazol-5(4H)-one